N-(5-cyano-6-(2H-1,2,3-triazol-2-yl)pyridin-3-yl)-1-(1,6-naphthyridin-5-yl)-5-(trifluoromethyl)-1H-pyrazole-4-carboxamide C(#N)C=1C=C(C=NC1N1N=CC=N1)NC(=O)C=1C=NN(C1C(F)(F)F)C1=C2C=CC=NC2=CC=N1